6-(4-amino-1-isopropyl-pyrazolo[3,4-d]pyrimidin-3-yl)-N-thiazol-2-yl-1H-indole-2-carboxamide NC1=C2C(=NC=N1)N(N=C2C2=CC=C1C=C(NC1=C2)C(=O)NC=2SC=CN2)C(C)C